(5-bromo-2-methoxyphenyl)-5-chloroquinazoline-4,6-diamine BrC=1C=CC(=C(C1)C1=NC2=CC=C(C(=C2C(=N1)N)Cl)N)OC